1-({1-[2-(dimethylamino)ethyl]-1H-pyrazol-4-yl}(oxan-4-yl)sulfamoyl)-3-(1,2,3,5,6,7-hexahydro-s-indacen-4-yl)urea sodium salt [Na].CN(CCN1N=CC(=C1)N(S(=O)(=O)NC(=O)NC1=C2CCCC2=CC=2CCCC12)C1CCOCC1)C